[N+](=O)([O-])C1=C(COS(=O)(=O)C2=CC=C(C)C=C2)C=CC=C1 2-nitrobenzyl-p-toluenesulfonate